COC(=O)C12C(=NN(CO1)C(N(C1=CC=C(C=C1)OC(F)(F)F)C(=O)OC)=O)C1=CC=C(C=C1C2)Cl Methyl-7-chloro-2,3,4a,5-tetrahydro-2-[methoxycarbonyl-(4-trifluoromethoxyphenyl)carbamoyl]indeno[1,2-e][1,3,4]oxadiazine-4a-carboxylate